FC(C(C)(C)O)(F)C=1C(=C(C=CC1)[C@@H](C)NC1=NC(=NC2=CC3=C(C=C12)N(C(C31CN(C(O1)=O)C)=O)C)C)F 4'-(((R)-1-(3-(1,1-difluoro-2-hydroxy-2-methylpropyl)-2-fluorophenyl)ethyl)amino)-2',3,6'-trimethylspiro[oxazolidine-5,8'-pyrrolo[2,3-g]quinazoline]-2,7'(6'H)-dione